[Si](C)(C)(C)C[Si](Cl)(C)C TMS(trimethylchlorosilane)